C(#N)C(=C1CCN(CC1)C(=O)OC(C)(C)C)C1=CC=C(C=C1)C(F)(F)F tert-butyl 4-{cyano[4-(trifluoromethyl)phenyl]methylene}piperidine-1-carboxylate